3-(6-(2,2-Dimethylmorpholino)-1-methyl-1H-pyrazolo[3,4-d]pyrimidin-3-yl)-2,6-difluoro-5-(trifluoromethyl)phenol CC1(OCCN(C1)C1=NC=C2C(=N1)N(N=C2C=2C(=C(C(=C(C2)C(F)(F)F)F)O)F)C)C